FC=1C=C(C=CC1NCC1=CC=C(C=C1)C(F)(F)F)NC(CCCCCCC)=O N-(3-fluoro-4-((4-(trifluoromethyl)benzyl)amino)phenyl)octanamide